NC1=CC=C(C=C1)C1(CC(C2=CC=C(C=C12)N)(C)C)C 1-(4-aminophenyl)-2,3-dihydro-1,3,3-trimethyl-1H-indene-6-amine